N-[6-(1H-1,2,4-triazol-3-yl)-2-quinolyl]carbamic acid tert-butyl ester C(C)(C)(C)OC(NC1=NC2=CC=C(C=C2C=C1)C1=NNC=N1)=O